ClC=1C=CC(=C(C1)C=1N=CN(C(C1)=O)[C@H]1CCC[C@H](C(NC=2C=NN(C2C=2C=CN=C1C2)C)=O)C)NC2=NC=NC=C2 (9R,13S)-13-(4-{5-chloro-2-[(pyrimidin-4-yl)amino]phenyl}-6-oxo-1,6-dihydropyrimidin-1-yl)-3,9-dimethyl-3,4,7,15-tetraazatricyclo[12.3.1.02,6]octadeca-1(18),2(6),4,14,16-pentaen-8-one